2-hydroxy-4-methoxy-1-naphthaldehyde OC1=C(C2=CC=CC=C2C(=C1)OC)C=O